ClC1=C(C(=C(C(F)(F)F)C=C1)Cl)Cl trichloro-trifluoro-toluene